C(C)OC(=O)C1=CC(=NN1C)N1CCC(CC1)OCC=1C(=NOC1C1CC1)C1=C(C=CC=C1Cl)Cl Ethyl-3-(4-((5-cyclopropyl-3-(2,6-dichlorophenyl)isoxazol-4-yl)methoxy)piperidin-1-yl)-1-methyl-1H-pyrazole-5-carboxylate